OC=1C=C(C=CC1O)/C=C/C(=O)NCC=1N=NN(C1)CC1=CC(=CC=C1)Cl (E)-3-(3,4-dihydroxyphenyl)-N-((1-(3-chlorobenzyl)-1H-1,2,3-triazol-4-yl)methyl)acrylamide